FC([C@@H]1[C@H](C1)C=1N=C2N(N=C(C=C2)C=2C(=NC(=NC2)OC)OC)C1F)F ((1S,2S)-2-(difluoromethyl)cyclopropyl)-6-(2,4-dimethoxypyrimidin-5-yl)-3-fluoroimidazo[1,2-b]pyridazine